bromo-5,7-dihydrospiro[cyclopenta[b]pyridine-6,3'-pyrrolo[2,3-b]pyridin] BrC=1C2(C=3C(=NC=CC3)N1)CC=1C(=NC=CC1)C2